6-(1-(4-(5-(difluoromethyl)-1,3,4-oxadiazol-2-yl)-2-fluorobenzyl)-1H-1,2,3-triazol-4-yl)nicotinaldehyde FC(C1=NN=C(O1)C1=CC(=C(CN2N=NC(=C2)C2=NC=C(C=O)C=C2)C=C1)F)F